BrCN1CN(C(C2=C1C1=C(S2)N=C2C(=C1)COC(C2)(C)C)=O)CC2=C(C=C(C=C2)OC)OC 1-(bromomethyl)-3-(2,4-dimethoxybenzyl)-8,8-dimethyl-7,10-dihydro-8H-pyrano[3'',4'':5',6']pyrido[3',2':4,5]thieno[3,2-d]pyrimidin-4(3H)-one